(R)-N-(3-(cyclopentylsulfonyl)phenyl)-2-(6-azaspiro[2.5]octan-6-yl)-6-((tetrahydrofuran-3-yl)amino)nicotinamide C1(CCCC1)S(=O)(=O)C=1C=C(C=CC1)NC(C1=C(N=C(C=C1)N[C@H]1COCC1)N1CCC2(CC2)CC1)=O